methyl-L-phenylalaninate hydrochloride Cl.CN[C@@H](CC1=CC=CC=C1)C(=O)O